6-(5-phenylpent-1-yn-1-yl)pyridinealdoxime C1(=CC=CC=C1)CCCC#CC1=CC=CC(=N1)C=NO